1-[5-[7-fluoro-2-[4-(5-fluoro-3-methoxy-2-pyridyl)piperazine-1-carbonyl]-4-[(2R)-1-methylpyrrolidin-2-yl]-1H-indol-6-yl]-3,6-dihydro-2H-pyridin-1-yl]-3-(triazol-1-yl)propan-1-one FC=1C(=CC(=C2C=C(NC12)C(=O)N1CCN(CC1)C1=NC=C(C=C1OC)F)[C@@H]1N(CCC1)C)C1=CCCN(C1)C(CCN1N=NC=C1)=O